BrCCC1=CC=CC=C1 4-(2-bromoethyl)benzene